1-(4-(1-(2,6-dichlorophenyl)azetidin-3-yl)-3-fluorobenzyl)-3-methylazetidin-3-yl acetate C(C)(=O)OC1(CN(C1)CC1=CC(=C(C=C1)C1CN(C1)C1=C(C=CC=C1Cl)Cl)F)C